4,6-difluoro-2,3-dihydrobenzofuran-3-amine Benzyl-N-(4,6-difluoro-2,3-dihydrobenzofuran-3-yl)carbamate C(C1=CC=CC=C1)OC(NC1COC2=C1C(=CC(=C2)F)F)=O.FC2=CC(=CC1=C2C(CO1)N)F